5-(o-tolyloxy)-bicyclo[2.2.1]hept-2-ene C1(=C(C=CC=C1)OC1C2C=CC(C1)C2)C